tert-butyl (E)-1-(((dimethylamino)methylene)carbamoyl)-6-azabicyclo[3.1.1]heptane-6-carboxylate CN(C)\C=N\C(=O)C12CCCC(N1C(=O)OC(C)(C)C)C2